ClC=1C=C(C=C(C1)OC)NC=1C=NC=2CCN(CC2C1)C=1C(=CC=2N(N1)C(C=CN2)=O)C 7-(3-((3-chloro-5-methoxyphenyl)amino)-7,8-dihydro-1,6-naphthyridin-6(5H)-yl)-8-methyl-4H-pyrimido[1,2-b]pyridazin-4-one